BrCC(=C)CCBr 3-bromo-2-(bromoethyl)-1-propene